NCCN1CCC(CC1)CO [1-(2-aminoethyl)-4-piperidinyl]methanol